(E)-4-(6-((4-(1-isopropyl-1H-pyrazol-4-yl)-5-methylpyrimidin-2-yl)amino)-1,2,3,4-tetrahydroisoquinolin-2-yl)butenoic acid tert-butylamide C(C)(C)(C)NC(\C=C\CN1CC2=CC=C(C=C2CC1)NC1=NC=C(C(=N1)C=1C=NN(C1)C(C)C)C)=O